N,N-Dipropyltryptamine C(CC)N(CCC1=CNC2=CC=CC=C12)CCC